FC(CN1CC=2NN=C(C2C1)C(=O)N1CCC(CC1)C1=C(C=CC=C1)C(F)(F)F)(F)F (5-(2,2,2-trifluoroethyl)-1,4,5,6-tetrahydropyrrolo[3,4-c]pyrazol-3-yl)(4-(2-(trifluoromethyl)phenyl)piperidin-1-yl)methanone